Heptadecan-9-yl 8-((6-((((3-hexylnonyl)oxy)carbonyl)oxy)hexyl)(3-((2-(methylamino)-3,4-dioxocyclobut-1-en-1-yl)amino)propyl)amino)octanoate C(CCCCC)C(CCOC(=O)OCCCCCCN(CCCCCCCC(=O)OC(CCCCCCCC)CCCCCCCC)CCCNC1=C(C(C1=O)=O)NC)CCCCCC